CC(C(C)NCCCCCCNC(C)C(C)(C)C)(C)C N,N'-di(3,3-dimethyl-2-butyl)-1,6-diaminohexane